C(=CC1=CC=CC=C1)C[SiH](OCCOC)OCCOC styrylmethylbis(methoxyethoxy)silane